C1C(CC2=CC=CC=C12)B(O)O 2-Indanylboronic acid